FC1(CC(C1)=O)F 3,3-difluorocyclobutan-1-one